(S)-quinuclidin-3-yl((R)-6-fluoro-5-(3-fluoro-5-isobutoxyphenyl)-2,2-dimethyl-2,3-dihydro-1H-inden-1-yl)carbamate N12C[C@H](C(CC1)CC2)OC(N[C@@H]2C(CC1=CC(=C(C=C21)F)C2=CC(=CC(=C2)OCC(C)C)F)(C)C)=O